FC(C(=O)N1[C@H]2COC[C@@H]1CC(C2)NS(=O)(=O)C)(F)C=2C=C(C(=O)NC1=CC(=C(C=C1)F)C)C=CC2F 3-(1,1-difluoro-2-((1R,5S,7r)-7-(methylsulfonamido)-3-oxa-9-azabicyclo[3.3.1]nonan-9-yl)-2-oxoethyl)-4-fluoro-N-(4-fluoro-3-methylphenyl)benzamide